OC(CN1N(C(CC=C1C1=CC=C(C=C1)C(F)(F)F)=O)C=1C=NC=CC1)(C)C N-(2-hydroxy-2-methylpropyl)-3-oxo-2-(pyridin-3-yl)-6-[4-(trifluoromethyl)phenyl]-2,3-dihydropyridazine